C(#N)C1=CN(C=2N=NC(=CC21)C2=C(C=C(C=C2C)C(F)(F)F)OCOC)[C@H]2CN(CCC2)C(=O)OC(C)(C)C tert-Butyl (3R)-3-{5-cyano-3-[2-(methoxymethoxy)-6-methyl-4-(trifluoromethyl)phenyl]-7H-pyrrolo[2,3-c]pyridazin-7-yl}piperidine-1-carboxylate